(R)-2-cyclopropyl-4-(7-(2,4-dimethoxybenzyl)-8-methyl-5,6,7,8-tetrahydro-[1,2,4]triazolo[4,3-a]pyrazin-3-yl)thiazole C1(CC1)C=1SC=C(N1)C1=NN=C2N1CCN([C@@H]2C)CC2=C(C=C(C=C2)OC)OC